O1COC2=C1C=CC(=C2)N2CC(C2)CN2C(C(C1=CC=C(C=C21)C(=O)NC2=CNC1=CC=CC=C21)(C)C)=O ((1-(benzo[d][1,3]dioxol-5-yl)azetidin-3-yl)methyl)-N-(1H-indol-3-yl)-3,3-dimethyl-2-oxoindoline-6-carboxamide